5-bromo-2-ethyl-2H-indazole BrC1=CC2=CN(N=C2C=C1)CC